C(C)C=1C(=CC=C2C=C(C=C(C12)N1CC=2N=C(N=C(C2CC1)O)OC[C@]12CCCN2CC(C1)=C)OCOC)F (S)-7-(8-ethyl-7-fluoro-3-(methoxymethoxy)naphthalen-1-yl)-2-((2-methylenetetrahydro-1H-pyrrolizin-7a(5H)-yl)methoxy)-5,6,7,8-tetrahydropyrido[3,4-d]pyrimidin-4-ol